C[C@@H]1CN(C[C@@H](N1)C)C=1C=CC=2N(C(C=C(N2)C2=CC=C(C=C2)OC)=O)C1 7-[(3R,5S)-3,5-dimethylpiperazin-1-yl]-2-(4-methoxyphenyl)-4H-pyrido[1,2-a]pyrimidin-4-one